3-benzyl-1-(trans-4-((5-cyano-4-(oxetan-3-ylamino)pyrimidin-2-yl)amino)cyclohexyl)-1-(2'-methoxy-4,6-dimethyl-5,5'-bipyrimidin-2-yl)urea C(C1=CC=CC=C1)NC(N(C1=NC(=C(C(=N1)C)C=1C=NC(=NC1)OC)C)[C@@H]1CC[C@H](CC1)NC1=NC=C(C(=N1)NC1COC1)C#N)=O